4-bromo-N-(3-hydroxy-3-phenylcyclobutyl)-3-methylbenzenesulfonamide BrC1=C(C=C(C=C1)S(=O)(=O)NC1CC(C1)(C1=CC=CC=C1)O)C